trimethyl-benzyl-phosphorus bromide CP(CC1=CC=CC=C1)(C)(C)Br